N-(3-methoxybenzyl)-1-(quinolin-6-ylmethyl)thiourea COC=1C=C(CN(C(=S)N)CC=2C=C3C=CC=NC3=CC2)C=CC1